[6-(1H-1,2,4-triazol-5-yl)-2-azaspiro[3.3]heptan-2-yl]-[6-[[[1-(trifluoromethyl)cyclopropyl]amino]methyl]-2-azaspiro[3.3]heptan-2-yl]methanone N1N=CN=C1C1CC2(CN(C2)C(=O)N2CC3(C2)CC(C3)CNC3(CC3)C(F)(F)F)C1